ON=C(N)C=1C(N(C=CC1)C=1C=NC=CC1)=O N'-hydroxy-2-oxo-2H-[1,3'-bipyridine]-3-carboxamidine